C(C)(C)N1N=C(C=C1)S(=O)(=O)NC(NC1=C2CCCC2=CC=C1C1=CC(=NC=C1)OC1CCC(CC1)(B1OC(C(O1)(C)C)(C)C)C)=O 1-isopropyl-N-((5-(2-((4-methyl-4-(4,4,5,5-tetramethyl-1,3,2-dioxaborolan-2-yl)cyclohexyl)oxy)pyridin-4-yl)-2,3-dihydro-1H-inden-4-yl)carbamoyl)-1H-pyrazole-3-sulfonamide